NC1=NN(C=C1C=1C=C(C(=O)OCC)C=CC1Cl)C ethyl 3-(3-amino-1-methylpyrazol-4-yl)-4-chlorobenzoate